C(C)[C@]12N(C=3C(=NN=C(C3)C3=C(C(=CC=C3)F)OC)NC1)C[C@@H](C2)NC2CCN(CC2)C(=O)OC(C)(C)C tert-butyl 4-(((6aR,8R)-6a-ethyl-2-(3-fluoro-2-methoxyphenyl)-5,6,6a,7,8,9-hexahydropyrrolo[1',2':4,5]pyrazino[2,3-c]pyridazin-8-yl)amino)piperidine-1-carboxylate